1-[2-[bis(2-hydroxypropyl)amino]ethyl-(2-hydroxypropyl)amino]propan-2-ol OC(CN(CCN(CC(C)O)CC(C)O)CC(C)O)C